FC(C(=O)O)(C(=O)O)F perfluoromalonic acid